COC=1C=C(C(=O)OC)C=CC1NCC#C methyl 3-methoxy-4-[(prop-2-yn-1-yl)amino]benzoate